D-galactopyranosyl-(1->4)-D-glucopyranose C1([C@H](O)[C@@H](O)[C@@H](O)[C@H](O1)CO)O[C@H]1[C@@H]([C@H](C(O)O[C@@H]1CO)O)O